C(CCCCCCC)ON1C(CC(CC1(C)C)OC(CCCCCCCCC(=O)OC1CC(N(C(C1)(C)C)OCCCCCCCC)(C)C)=O)(C)C bis(1-octyloxy-2,2,6,6-tetramethylpiperidin-4-yl)sebacate